4-[(3R)-4-(cyclopropylcarbonyl)-3-methylpiperazin-1-yl]-2-(5,6-dihydro-4H-pyrrolo[1,2-b]pyrazol-3-yl)pyrimidine-5-carbonitrile C1(CC1)C(=O)N1[C@@H](CN(CC1)C1=NC(=NC=C1C#N)C1=C2N(N=C1)CCC2)C